bis(2-methyl-8-quinolinolate) (2,4,6-trimethylphenolate) aluminum [Al+3].CC1=C(C(=CC(=C1)C)C)[O-].CC1=NC2=C(C=CC=C2C=C1)[O-].CC1=NC2=C(C=CC=C2C=C1)[O-]